C(C1=CC=CC=C1)OCC1=C(C=O)C(=C(C(=C1Br)C)O)O 2-((benzyloxy)methyl)-3-bromo-5,6-dihydroxy-4-methylbenzaldehyde